methyl 5-(ethylsulfanylmethyl)furan-2-carboxylate C(C)SCC1=CC=C(O1)C(=O)OC